C(#N)C1=CC=C(C=C1)C#CC1=CN=C(S1)COC1=CC=CC(=N1)C1=CC(=C(CC2=NC3=C(N2C[C@H]2OCC2)C=C(C=C3)C(=O)O)C=C1F)F (S)-2-(4-(6-((5-((4-cyanophenyl)ethynyl)thiazol-2-yl)methoxy)pyridin-2-yl)-2,5-difluorobenzyl)-1-(oxetan-2-ylmethyl)-1H-benzo[d]imidazole-6-carboxylic acid